C12(CC(C1)C2)C2=CC=CC(=N2)C(=O)N2CCC1(C(N3[C@H](O1)CCC3)=O)C(C2)C2=CC(=CC(=C2)F)F.[P] monophosphorus (5'S,7a'R)-1-[6-(bicyclo[1.1.1]pentan-1-yl)pyridine-2-carbonyl]-5-(3,5-difluoro-phenyl)tetrahydro-3'H-spiro[piperidine-4,2'-pyrrolo[2,1-b]-[1,3]oxazol]-3'-one